CC1=CC=C(C=C1)S(=O)(=O)N1C=C(C2=CC=CC=C12)C1C2CCCC(C1)N2CCCC(=O)O 4-(6-(1-(4-methylbenzenesulfonyl)-1H-indol-3-yl)-8-azabicyclo[3.2.1]oct-8-yl)butanoic acid